(1R,5S,6r)-N-Tert-butyl-3-[1-(propan-2-yl)-1H-imidazol-4-carbonyl]-3-azabicyclo[3.1.0]hexan-6-carboxamid C(C)(C)(C)NC(=O)C1[C@H]2CN(C[C@@H]12)C(=O)C=1N=CN(C1)C(C)C